2-(4-acetyl-phenylazo)-2-[3,3-dimethyl-3,4-dihydro-2H-isoquinolin-(1E)-ylidene]-acetamide C(C)(=O)C1=CC=C(C=C1)N=N/C(/C(=O)N)=C\1/NC(CC2=CC=CC=C12)(C)C